5-(2-amino-[1,2,4]triazolo[1,5-a]pyridin-7-yl)-N-((2-fluoro-5-(trifluoromethyl)phenyl)methyl-d2)-2,6-dimethylnicotinamide NC1=NN2C(C=C(C=C2)C=2C(=NC(=C(C(=O)NC([2H])([2H])C3=C(C=CC(=C3)C(F)(F)F)F)C2)C)C)=N1